OP(O)OP(O)O.C(C)(C)(C)C1=C(C=CC(=C1)C(C)(C)C)C1=C(C=CC=C1)C1=CC=CC=C1 (2,4-di-tert-butylphenyl) biphenyl-diphosphite